2-Chloro-N-(2-chloro-3-{(4S)-2-imino-4-methyl-1-[(2R*,4R*)-2-methyltetrahydropyran-4-yl]-6-oxo-hexahydropyrimidin-4-yl}phenyl)-5-cyanobenzamide hydrochloride Cl.ClC1=C(C(=O)NC2=C(C(=CC=C2)[C@]2(NC(N(C(C2)=O)[C@H]2C[C@H](OCC2)C)=N)C)Cl)C=C(C=C1)C#N |o1:20,22|